ClC=1C=C(OCCNC(OC(C)(C)C)=O)C=C(C1)N1CCN(CC1)S(=O)(=O)C1=CC=C(C=C1)NC(C1=C(C=CC=C1)N(S(=O)(=O)C)C)=O Tert-butyl N-[2-[3-chloro-5-[4-[4-[[2-[methyl(methylsulfonyl)amino]benzoyl]amino]phenyl]-sulfonylpiperazin-1-yl]phenoxy]ethyl]carbamate